(±)-N-(4-bromophenyl)-1-fluoro-6,7,8,9-tetrahydro-5H-5,8-epiminocyclohepta[c]pyridine-10-carboxamide BrC1=CC=C(C=C1)NC(=O)N1C2CCC1CC=1C(=NC=CC12)F